3-fluoro-4-methylbenzene FC=1C=CC=CC1C